C(CCCCCCCCCC)NC(OCCCCCCBr)=O 6-bromohexyl undecylcarbamate